ClCCN1C(=CC2=C(C=CC=C12)NC1CCN(CC1)CC(COC)O)I 1-(4-((1-(2-chloroethyl)-2-iodo-1H-indol-4-yl)amino)piperidin-1-yl)-3-methoxypropan-2-ol